C(CCCCCCCCCCCCCCC(C)C)(=O)[O-].[Na+] sodium isostearate